C(=C)(C)OP(=O)(O)O.P(=O)(O)(O)O Hydrogen phosphate (isopropenyl dihydrogen phosphate)